1-(2,4-dichlorophenyl)-2-methylpropan-1-one ClC1=C(C=CC(=C1)Cl)C(C(C)C)=O